[Br-].C(C=C)(=O)OCC[N+](CCCCCCCCCCCCCC)(C)C [2-(acryloyloxy)ethyl]-dimethyl-tetradecyl-ammonium bromide